C(C)(C)C1=CC=C(C=C1)N(C1=CC=C2C=CC=3C(=CC=C4C=CC1=C2C34)N(C3=CC=C(C=C3)C)C3=CC=C(C=C3)C(C)C)C3=CC=C(C=C3)C N,N'-bis(4-isopropylphenyl)-N,N'-bis(p-tolyl)pyrene-1,6-diamine